C(C)OC(COC1=CC=C(C=C1)C(C1=C(C=NC2=CC(=CC=C12)O)C1=C(C=C(C=C1)C(F)(F)F)F)O)OCC 4-((4-(2,2-diethoxyethoxy)phenyl)(hydroxy)methyl)-3-(2-fluoro-4-(trifluoromethyl)phenyl)quinolin-7-ol